3,3-bis(methoxymethyl)-2-methyl-octane COCC(C(C)C)(CCCCC)COC